2,6-diisopropyl-4-phenoxyl-phenyl isothiocyanate C(C)(C)C1=C(C(=CC(=C1)OC1=CC=CC=C1)C(C)C)N=C=S